methyl 2-(5-acetyl-3-pyridyl)acetate C(C)(=O)C=1C=C(C=NC1)CC(=O)OC